4-amino-7-fluoro-N-(2-fluoro-4-(1-(pyridin-3-yl)-1H-pyrazol-4-yl)benzyl)-N-isopropylimidazo[1,5-a]quinoxaline-8-carboxamide NC=1C=2N(C3=CC(=C(C=C3N1)F)C(=O)N(C(C)C)CC1=C(C=C(C=C1)C=1C=NN(C1)C=1C=NC=CC1)F)C=NC2